tert-Butyl 7-[(5-methoxycarbonylpyrazin-2-yl)-methyl-amino]-4-azaspiro[2.5]octane-4-carboxylate COC(=O)C=1N=CC(=NC1)N(C1CCN(C2(CC2)C1)C(=O)OC(C)(C)C)C